ClC1=C(C=CC=C1Cl)[O-] 2,3-dichlorophenolate